3-[[(3-nitro-2-pyridinyl)sulfinyl]methyl]-1-pyrrolidinecarboxylic acid, 1,1-dimethylethyl ester [N+](=O)([O-])C=1C(=NC=CC1)S(=O)CC1CN(CC1)C(=O)OC(C)(C)C